N-[[4-(4-Amino-1-cyclopentyl-pyrazolo[3,4-d]pyrimidin-3-yl)phenyl]methyl]quinoline-8-carboxamide NC1=C2C(=NC=N1)N(N=C2C2=CC=C(C=C2)CNC(=O)C=2C=CC=C1C=CC=NC21)C2CCCC2